C(C)(C)(C)OC(=O)N(C/C=C/C(=O)O)C (E)-4-[tert-butoxycarbonyl-(methyl)amino]But-2-enoic acid